6-chloro-N-{3-[2-(4-chloro-3-fluorophenoxy)acetamido]bicyclo[1.1.1]pent-1-yl}-4-[(2,2,2-trifluoroethyl)amino]-3,4-dihydro-2H-1-benzopyran-2-carboxamide ClC=1C=CC2=C(C(CC(O2)C(=O)NC23CC(C2)(C3)NC(COC3=CC(=C(C=C3)Cl)F)=O)NCC(F)(F)F)C1